ClCCC(OCC1=C(C=CC=C1)F)C1=CC=CC=C1 1-((3-chloro-1-phenylpropoxy)methyl)-2-fluorobenzene